4,4-difluoro-N-(3-(5-(5-oxo-4,5-dihydro-1,2,4-oxadiazol-3-yl)thiophen-3-yl)phenyl)-1-phenoxycyclohexane-1-carboxamide FC1(CCC(CC1)(C(=O)NC1=CC(=CC=C1)C1=CSC(=C1)C1=NOC(N1)=O)OC1=CC=CC=C1)F